ClC=1C=C(C=CC1C)C=1NC(C=2N(C1F)N=C(C2C2CC2)C(=O)O)=O 6-(3-Chloro-4-methylphenyl)-3-cyclopropyl-7-fluoro-4-oxo-4,5-dihydropyrazolo[1,5-a]pyrazine-2-carboxylic acid